OC=1C(=NC=C(C1C)C=1C=C2C=CN=CC2=CC1)C(=O)O 3-hydroxy-5-(isoquinolin-6-yl)-4-methyl-picolinic acid